C(CCCCCC)(=O)OCC([C@H](C[C@H]1C(NCC1)=O)NC(=O)OC(C)(C)C)=O (S)-3-((tert-butoxycarbonyl)amino)-2-oxo-4-((S)-2-oxopyrrolidin-3-yl)butyl heptanoate